BrC1=CN=C(C(=N1)NC(=S)N[C@H]1CNC[C@H](C1)O)O 1-(6-bromo-3-hydroxy-pyrazin-2-yl)-3-[(3R,5S)-5-hydroxy-3-piperidyl]thiourea